(dimethylamino)-3-(2-phenoxyphenoxy)propan-2-ol tert-Butyl-3-(2-(4-chlorophenyl)acetamido)pyrrolidine-1-carboxylate C(C)(C)(C)C1N(CCC1NC(CC1=CC=C(C=C1)Cl)=O)C(=O)OC(CN(C)C)COC1=C(C=CC=C1)OC1=CC=CC=C1